NC1CCN(CC1)C1=C(N=NC2=CC=C(C=C12)C1=CC(=CC(=C1)C)F)C=1C=C(C(=O)N)C=C(C1)F 3-[4-(4-aminopiperidin-1-yl)-6-(3-fluoro-5-methylphenyl)cinnolin-3-yl]-5-fluorobenzamide